F[C@@H]1C[C@@]2(CCCN2C1)COC=1N=C(C2=C(N1)CN(CC2)C2=CC(=CC1=CC=CC=C21)O)N2CCC(CCC2)CC#N 2-(1-(2-(((2R,7aS)-2-Fluorotetrahydro-1H-pyrrolizin-7a(5H)-yl)methoxy)-7-(3-hydroxynaphthalen-1-yl)-5,6,7,8-tetrahydropyrido[3,4-d]pyrimidin-4-yl)azepan-4-yl)acetonitrile